(2S)-1,4-bis[2-(4-chloro-3-fluorophenoxy)acetamido]bicyclo[2.2.2]octan-2-yl Acetate C(C)(=O)O[C@@H]1C2(CCC(C1)(CC2)NC(COC2=CC(=C(C=C2)Cl)F)=O)NC(COC2=CC(=C(C=C2)Cl)F)=O